diiodo-2,2-dimethylbiphenyl IC=1C(C(C(=CC1)C1=CC=CC=C1)(C)C)I